C1(CC1)S(=O)(=O)C1=CC(=NC=C1)NNC(=O)[C@@H]1C[C@@H](CCC1)NC(OC(C)(C)C)=O tert-butyl N-[(1R,3S)-3-[[(4-cyclopropylsulfonyl-2-pyridyl)amino]carbamoyl]cyclohexyl]carbamate